(Racemic)-N-((2-(6-(methyl(1-methylpyrrolidin-3-yl)amino)pyridin-2-yl)-1,6-naphthyridin-7-yl)methyl)-5-(methylsulfonyl)nicotinamide CN(C1=CC=CC(=N1)C1=NC2=CC(=NC=C2C=C1)CNC(C1=CN=CC(=C1)S(=O)(=O)C)=O)[C@H]1CN(CC1)C |r|